ClC=1C=C2C(=C(OC(C2=CC1)=O)C1=NC=CC=C1)/C(/C(=O)[O-])=C(/C)\O (E)-2-(6-chloro-1-oxo-3-(pyridin-2-yl)-1H-isochromen-4-yl)-3-hydroxybut-2-enoate